tert-butyl 7-(2-((4-cyanophenyl)((6-isopropoxypyridin-3-yl)methyl)amino)ethyl)-6,8-dioxa-2-azaspiro[3.5]nonane-2-carboxylate C(#N)C1=CC=C(C=C1)N(CCC1OCC2(CN(C2)C(=O)OC(C)(C)C)CO1)CC=1C=NC(=CC1)OC(C)C